C(C)(=O)N1CCN(CC1)C1=CC(=C(C=C1)NC1=NC=CC(=N1)N1N=CC(=C1)NC(=O)N[C@H](CO)C1=CC(=CC=C1)Cl)OC (S)-1-(1-(2-((4-(4-acetyl-piperazin-1-yl)-2-methoxy-phenyl)amino)pyrimidin-4-yl)-1H-pyrazol-4-yl)-3-(1-(3-chloro-phenyl)-2-hydroxyethyl)urea